C(C=C)N1N(C2=NC(=NC=C2C1=O)NC=1C=C(C=CC1OC)C)C1=NC(=CC=C1)NC1CCNCC1 allyl-6-(4-methoxy-3-toluidino)-1-[6-(4-piperidylamino)-2-pyridyl]-1,2-dihydro-3H-1,2,5,7-tetraazainden-3-one